4-amino-1-(4-aminophenyl)-7-(difluoromethoxy)-2-oxo-1,2-dihydro-1,8-naphthyridine-3-carboxylic acid NC1=C(C(N(C2=NC(=CC=C12)OC(F)F)C1=CC=C(C=C1)N)=O)C(=O)O